2,4-di-t-butylcumyl peroxide C(C)(C)(C)C1=C(C(C)(C)OOC(C)(C)C2=C(C=C(C=C2)C(C)(C)C)C(C)(C)C)C=CC(=C1)C(C)(C)C